C(C)(C)(C)OC(=O)NC12CC(C1)(C2)C(=O)O 3-(tert-butoxy-carbonyl-amino)bicyclo[1.1.1]pentane-1-carboxylic acid